C1=NC=CC=2C3=CC=CC=C3NC12.[O].[Li] LITHIUM OXYGEN BETA-CARBOLINE